cholesta-5,7-dien-3beta-ol CC(C)CCC[C@@H](C)[C@H]1CC[C@H]2C3=CC=C4C[C@H](CC[C@]4(C)[C@H]3CC[C@]12C)O